1-benzyl-4-(4-(2-((4-(trifluoromethyl)phenyl)thio)pyridin-3-yl)phenyl)-1,4-azaphosphinane 4-oxide C(C1=CC=CC=C1)N1CCP(CC1)(C1=CC=C(C=C1)C=1C(=NC=CC1)SC1=CC=C(C=C1)C(F)(F)F)=O